4-[(4-ethenylphenyl)methoxy]phenyl-N2,N7-di-1-naphthalenyl-N2,N7-diphenyl-9H-Fluorene-2,7-diamine C(=C)C1=CC=C(C=C1)COC1=CC=C(C=C1)C1=C(C=CC=2C3=CC=C(C=C3CC12)N(C1=CC=CC=C1)C1=CC=CC2=CC=CC=C12)N(C1=CC=CC=C1)C1=CC=CC2=CC=CC=C12